C(C)(C)(C)N(C(O)=O)CC=1OC2=C(C1)C=C(C=C2Cl)C2=NC=C(C=C2)OC2=CC=C(C=C2)F.C2(=CC=CC=C2)NP(=O)(N)N Phenyl-phosphoramide tert-butyl-(7-chloro-5-(5-(4-fluorophenoxy)pyridin-2-yl)benzofuran-2-yl)methylcarbamate